FC=1C=C(C=CC1F)[C@H]([C@@H]1CCC(N1)=O)F (5S)-5-[(R)-(3,4-difluorophenyl)(fluoro)methyl]pyrrolidin-2-one